C1N(CC2=CC=CC=C12)CC1=CC(C(=CO1)OCC1=CC=C(C=C1)S(=O)(=O)NCCOC)=O 4-(((6-(isoindolin-2-ylmethyl)-4-oxo-4H-pyran-3-yl)oxy)methyl)-N-(2-methoxyethyl)benzenesulfonamide